C(C)(C)(C)C1CCC(CC1)=O 4-(tert-butyl)cyclohexanone